N'-(azetidin-3-ylmethyl)-N-((1,2,3,5,6,7-hexahydro-s-indacen-4-yl)carbamoyl)-6,7-dihydro-5H-pyrazolo[5,1-b][1,3]oxazine-3-sulfonimidamide N1CC(C1)CN=S(=O)(NC(NC1=C2CCCC2=CC=2CCCC12)=O)C=1C=NN2C1OCCC2